O=C1N(C(C=C1)=O)CCCC(=O)NC(CCCCNC(COCCOCCOCCOCCOCCOCCOCCOCCOCCOC)=O)C(NC(C(NC(C(NC(C(NCC(=O)O)=O)C)=O)C)=O)C)=O 37-(4-(2,5-dioxo-2,5-dihydro-1H-pyrrol-1-yl)butanamido)-40,43,46-trimethyl-31,38,41,44,47-pentaoxo-2,5,8,11,14,17,20,23,26,29-decaoxa-32,39,42,45,48-pentaazapentacontan-50-oic acid